(1S,3S)-3-((6-(5-chloro-3-(((2-phenylethyl)sulfonamido)methyl)thiophen-2-yl)-2-methylpyridin-3-yl)oxy)cyclohexane-1-carboxylic acid ClC1=CC(=C(S1)C1=CC=C(C(=N1)C)O[C@@H]1C[C@H](CCC1)C(=O)O)CNS(=O)(=O)CCC1=CC=CC=C1